N-((1R)-2-((3-fluoro-4-(trimethylsilyl)phenyl)amino)-1-(4-methoxyphenyl)-2-oxoethyl)-3-hydroxy-1,2-oxazole-5-carboxamide FC=1C=C(C=CC1[Si](C)(C)C)NC([C@@H](C1=CC=C(C=C1)OC)NC(=O)C1=CC(=NO1)O)=O